(R)-3-(2-chloropyrimidin-5-yl)-5-(1-(3,5-dichloropyridin-4-yl)ethoxy)-1H-indazole ClC1=NC=C(C=N1)C1=NNC2=CC=C(C=C12)O[C@H](C)C1=C(C=NC=C1Cl)Cl